FC=1C=C(C=CC1C1=CC(=C(C(=C1)F)F)F)C1=CCC(CC1)C1OCC(CC1)CCC 2-[4-[3-fluoro-4-(3,4,5-trifluorophenyl)phenyl]cyclohex-3-en-1-yl]-5-propyltetrahydropyran